[5-(difluoromethyl)-1,3,4-thiadiazol-2-yl]-1H-benzimidazol-2-one FC(C1=NN=C(S1)N1C(NC2=C1C=CC=C2)=O)F